aluminum diisopropoxypropionyl-propanolate C(C)(C)OC(CC(=O)C(CC)[O-])OC(C)C.[Al+3].C(C)(C)OC(CC(=O)C(CC)[O-])OC(C)C.C(C)(C)OC(CC(=O)C(CC)[O-])OC(C)C